ClC1=NC=C(C(=N1)Cl)COC=1C=NN(C1)C 2,4-dichloro-5-(((1-methyl-1H-pyrazol-4-yl)oxy)methyl)pyrimidine